N-[(3,6-difluoro-2-methoxyphenyl)methyl]-5-{2-acetamidoimidazo[1,2-b]pyridazin-6-yl}-2-methoxy-6-methylpyridine-3-carboxamide FC=1C(=C(C(=CC1)F)CNC(=O)C=1C(=NC(=C(C1)C=1C=CC=2N(N1)C=C(N2)NC(C)=O)C)OC)OC